COC1=C(C=C(C=C1)[C@@H]1CC[C@H](CC1)C=O)C trans-4-(4-methoxy-3-methylphenyl)cyclohexane-carbaldehyde